2-(2-hydroxy-3-tert-butyl-5-methylphenyl)-benzotriazole OC1=C(C=C(C=C1C(C)(C)C)C)N1N=C2C(=N1)C=CC=C2